1,1-dimethylethyl 3-[[(2,3-difluorophenyl) amino] carbonyl]-2-oxo-4-phenyl-1-imidazolidinecarboxylate FC1=C(C=CC=C1F)NC(=O)N1C(N(CC1C1=CC=CC=C1)C(=O)OC(C)(C)C)=O